C(C1=CC=CC=C1)OC(=O)N1CC(C1)OC1=C(C(=C(C=C1)\C=C\B1OC(C(O1)(C)C)(C)C)OC(=O)OC(C)(C)C)C(=O)OC(C)(C)C 3-{2-(tert-Butoxycarbonyl)-3-[(tert-butoxycarbonyl)oxy]-4-[(E)-2-(4,4,5,5-tetramethyl-1,3,2-dioxaborolan-2-yl)vinyl]phenoxy}azetidine-1-carboxylic acid benzyl ester